(4-naphthalen-2-yl-phenyl)-phenylamine C1=C(C=CC2=CC=CC=C12)C1=CC=C(C=C1)NC1=CC=CC=C1